ClC1=CN=C2C(=N1)N(N=C2)[C@@H](C)C2CCOCC2 (S)-6-chloro-1-(1-(tetrahydro-2H-pyran-4-yl)ethyl)-1H-pyrazolo[3,4-b]pyrazine